tert-butyl 6-(7-bromo-1,4-dioxo-1,4-dihydrofuro[3,4-c]pyridin-5(3H)-yl)-2-azaspiro[3.3]heptane-2-carboxylate BrC=1C2=C(C(N(C1)C1CC3(CN(C3)C(=O)OC(C)(C)C)C1)=O)COC2=O